ClC=1C(=C(C=C(C1)F)[C@H](CC)N)COC1=CC=C(C=C1)OC (S)-1-(3-chloro-5-fluoro-2-((4-methoxyphenoxy)methyl)phenyl)propan-1-amine